C(C)OC(=O)C=1C=C2N(C3=CC=C(C=C3N=C2NCC2=CC=C(C=C2)OC)N2N=CC=C2)C1 4-((4-methoxybenzyl)amino)-7-(1H-pyrazol-1-yl)pyrrolo[1,2-a]quinoxaline-2-carboxylic acid ethyl ester